2-((tert-butyldimethylsilyl)oxy)-N-((2-chloro-3-fluoropyridin-4-yl)methyl)ethan-1-amine [Si](C)(C)(C(C)(C)C)OCCNCC1=C(C(=NC=C1)Cl)F